ClC1=C(C=O)C(=CN=C1)Cl 3,5-dichloroisonicotinaldehyde